S(=O)(=O)([O-])[O-].[Ce+3].O.S(=O)(=O)([O-])[O-].S(=O)(=O)([O-])[O-].[Ce+3] Water cerium sulfate